N-(3-chloro-2-fluorobenzyl)-4-(5-methyl-2-((1-methyl-1H-pyrazol-5-yl)amino)pyrimidin-4-yl)oxazole-2-carboxamide ClC=1C(=C(CNC(=O)C=2OC=C(N2)C2=NC(=NC=C2C)NC2=CC=NN2C)C=CC1)F